C(#N)C=1C=C(C=CC1)C(N1[C@@H](CN(CC1)C(=O)[O-])COS(=O)(=O)C)C1=CC=CC=C1 (S)-4-[(3-cyanophenyl)phenylmethyl]-3-[(mesyloxy)methyl]-1-piperazinecarboxylate